cetylstearyl sulfosuccinate S(=O)(=O)(O)C(C(=O)OCCCCCCCCCCCCCCCCCCCCCCCCCCCCCCCCCC)CC(=O)[O-]